The molecule is the D-enantiomer of glyceraldehyde. It has a role as a human metabolite, a Saccharomyces cerevisiae metabolite, an Escherichia coli metabolite and a mouse metabolite. It is an enantiomer of a L-glyceraldehyde. C([C@H](C=O)O)O